NC1=CC=C(C=C1)C=1OC2=C(N1)C=C(C=C2)N 2-(4-amino-phenyl)-benzoxazol-5-amine